butyl (S)-2-(5-((1-(dibenzo[b,d]furan-2-yl)ethyl)amino)-6-oxo-2-(pyridine-2-yl)pyrimidin-1(6H)-yl)acetate C1=C(C=CC=2OC3=C(C21)C=CC=C3)[C@H](C)NC3=CN=C(N(C3=O)CC(=O)OCCCC)C3=NC=CC=C3